C(C)N1CCC(CC1)C=1SC2=C(N1)C=C(C=C2)[C@@H]2NC[C@H](CC2)C 2-(1-ethyl-4-piperidyl)-5-[(2R,5S)-5-methyl-2-piperidyl]-1,3-benzothiazole